(1r,4r)-4-methoxycyclohexanamine hydrochloride COC1CCC(CC1)N.Cl